FC(C=1C=C(C=CC1)C1(CN=CC(=C1)C1=NOC=N1)C=O)(F)F 3-(3-(trifluoromethyl)phenyl)(5-(1,2,4-oxadiazolyl)(3-pyridinyl)methanone)